C1(CCC1)N(C1CCC(CC1)=O)C1CCC1 4-(dicyclobutylamino)cyclohexanone